(R)-4-(3,3-difluorocyclobutane-1-carbonyl)-8-(5-methylthiazol-2-yl)-N-(1-(2-(trifluoromethyl)pyrimidin-5-yl)ethyl)-3,4-dihydro-2H-benzo[b][1,4]oxazine-6-carboxamide FC1(CC(C1)C(=O)N1C2=C(OCC1)C(=CC(=C2)C(=O)N[C@H](C)C=2C=NC(=NC2)C(F)(F)F)C=2SC(=CN2)C)F